[O].C1(=CC=CC=C1)C(C(=O)O)(O)C phenyl-lactic acid oxygen